ClC=1C(=NC(=NC1C(F)(F)F)SC)N1CCC1 1-(5-chloro-2-(methylthio)-6-(trifluoromethyl)pyrimidin-4-yl)azetidin